NCCCN(CC)CCO (3-aminopropyl)-(2-hydroxyethyl)-ethylamine